OCC1=C(C=C(N=N1)N1C(NC(C=C1)=O)=O)[C@@H]1[C@H](C1)C(C)C (6-(hydroxymethyl)-5-((1s,2r)-2-isopropylcyclopropyl)pyridazin-3-yl)pyrimidine-2,4(1h,3h)-dione